C(#N)C1(CC1)NS(=O)(=O)C=1C=C(C=2N(C1)C(=CN2)C2=CN=C(S2)C)N2CCN(CC2)C(C(C)C)=O N-(1-cyanocyclopropyl)-8-(4-isobutyrylpiperazin-1-yl)-3-(2-methylthiazol-5-yl)imidazo[1,2-a]pyridine-6-sulfonamide